OC1(CN(CC1)CCC)C(F)(F)F (2S)-1-(3-hydroxy-3-(trifluoromethyl)pyrrolidin-1-yl)propane